ethyl (2S,7aS)-2-hydroxy-5-oxotetrahydro-1H-pyrrolizine-7a(5H)-carboxylate O[C@H]1C[C@@]2(CCC(N2C1)=O)C(=O)OCC